3-bromo-7-(tert-butyloxycarbonyl)-5,6,7,8-tetrahydroimidazo[1,5-a]Pyrazine-1-carboxylic acid BrC1=NC(=C2N1CCN(C2)C(=O)OC(C)(C)C)C(=O)O